[(1R,2R)-2-[(1S)-1-[[(R)-tert-butylsulfinyl]amino]ethyl]cyclopropyl]methyl 4-methylbenzenesulfonate CC1=CC=C(C=C1)S(=O)(=O)OC[C@H]1[C@@H](C1)[C@H](C)N[S@](=O)C(C)(C)C